(n-butyl-phenyl) carbamate C(N)(OC1=C(C=CC=C1)CCCC)=O